acetyl-2-chloro-[1,1'-biphenyl]-4-Formaldehyde C(C)(=O)C=1C(=C(C=CC1C=O)C1=CC=CC=C1)Cl